C(OCCOOC(C)(C)C)([O-])=O t-butylperoxyethyl monocarbonate